3-(4-hydroxyphenyl)-1,2-dimethyl-1H-pyrrole-3-carboxamide OC1=CC=C(C=C1)C1(C(N(C=C1)C)C)C(=O)N